(2R)-3-(((2,3-bis((5-aminopentanoyl)oxy)propoxy)(hydroxy)phosphoryl)oxy)-propane-1,2-diyl ditetradecanoate dihydrochloride Cl.Cl.C(CCCCCCCCCCCCC)(=O)OC[C@H](COP(=O)(O)OCC(COC(CCCCN)=O)OC(CCCCN)=O)OC(CCCCCCCCCCCCC)=O